p-tolylacetylene CC1=CC=C(C=C1)C#C